(2S,4S)-N-((R)-1-(4-carbamimidoylthiophen-2-yl)ethyl)-1-((9,9-difluoro-9H-fluorene-3-carbonyl)glycyl)-4-(pyridin-2-yl)pyrrolidine-2-carboxamide C(N)(=N)C=1C=C(SC1)[C@@H](C)NC(=O)[C@H]1N(C[C@H](C1)C1=NC=CC=C1)C(CNC(=O)C=1C=CC=2C(C3=CC=CC=C3C2C1)(F)F)=O